ClC1=CC=C2C=CN=C(C2=C1)OCCC1=CC(=C(N)C(=C1)[N+](=O)[O-])F 4-(2-((7-chloroisoquinolin-1-yl)oxy)ethyl)-2-fluoro-6-nitroaniline